(S)-N-(1-methoxypropan-2-yl)-5-(3-methylimidazo[1,2-b]pyridazin-6-yl)-7H-pyrrolo[2,3-d]pyrimidin-2-amine COC[C@H](C)NC=1N=CC2=C(N1)NC=C2C=2C=CC=1N(N2)C(=CN1)C